FC1=CC(=C2C(=C(N(C2=C1)C1=CC(=C(C=C1)F)C)C1(CC(C1)O)C)C1=CC=C(C(=O)O)C=C1)O 4-[6-fluoro-1-(4-fluoro-3-methyl-phenyl)-4-hydroxy-2-(3-hydroxy-1-methyl-cyclobutyl)indol-3-yl]benzoic acid